tert-butyl (3-(3-(2-(benzylthio)-5-methylphenyl)-1H-pyrazol-1-yl)propyl)(4,4-difluorocyclohexyl)carbamate C(C1=CC=CC=C1)SC1=C(C=C(C=C1)C)C1=NN(C=C1)CCCN(C(OC(C)(C)C)=O)C1CCC(CC1)(F)F